ClC=1C(=CNC(C1)=O)C(=O)OCC ethyl 4-chloro-6-oxo-1,6-dihydropyridine-3-carboxylate